ClC[C@H](O)C1=NC(=CC=C1)C(F)(F)F (R)-2-chloro-1-(6-(trifluoromethyl)pyridin-2-yl)ethan-1-ol